4-ACETYL-5-METHYL-PYRROLE-3-CARBOXALDEHYDE C(C)(=O)C=1C(=CNC1C)C=O